FC1(CCN(CC1)C=1C=C(C=C(C1)C)NC1=NC=NC2=CC(=CC(=C12)N1CCC2(CC2)CC1)NS(=O)(=O)CCO)F N-(4-((3-(4,4-Difluoropiperidin-1-yl)-5-methylphenyl)amino)-5-(6-azaspiro[2.5]octan-6-yl)quinazolin-7-yl)-2-hydroxyethane-1-sulfonamide